N-((3-methoxythiophen-2-yl)methyl)-2-(2-(pyridin-2-yl)-11-oxadispiro[3.1.46.34]tridecan-2-yl)ethan-1-amine hydrochloride Cl.COC1=C(SC=C1)CNCCC1(CC2(C1)CC1(CCCC1)OCC2)C2=NC=CC=C2